N-tert-butyl-2-{[2-(pyridin-2-yl)-5H,6H,7H-cyclopenta[b]pyridin-4-yl]amino}acetamide C(C)(C)(C)NC(CNC1=C2C(=NC(=C1)C1=NC=CC=C1)CCC2)=O